CC=1C=NC=C(C(=O)NC2=CC(=CC=C2)[C@H](C)NC2=CN=C3C(=N2)N(N=C3)C3CCOCC3)C1 (S)-5-methyl-N-(3-(1-((1-(tetrahydro-2H-pyran-4-yl)-1H-pyrazolo[3,4-b]pyrazin-6-yl)amino)ethyl)phenyl)nicotinamide